4-(4-(1-((5-(4-fluorophenoxy)pyridin-2-yl)amino)-1-oxopropan-2-yl)piperazine-1-carbonyl)pyrimidine 1-oxide FC1=CC=C(OC=2C=CC(=NC2)NC(C(C)N2CCN(CC2)C(=O)C2=NC=[N+](C=C2)[O-])=O)C=C1